ClC1=C(C(=CC(=C1)C(C(F)(F)F)(C(F)(F)F)F)Cl)N1N=CC(=C1)C1=CC(=CS1)C(=O)OCC ethyl 5-{1-[2,6-dichloro-4-(1,1,1,2,3,3,3-heptafluoropropan-2-yl)phenyl]-1H-pyrazol-4-yl}thiophene-3-carboxylate